Cl.Cl.N[C@H]([C@@H](CNC(C)(C)C1=CC(=CC=C1)OC)O)CC1=CC(=CC=C1)OCC1=CC=CC=C1 (2R,3S)-3-amino-4-(3-(benzyloxy)phenyl)-1-((2-(3-methoxyphenyl)propan-2-yl)amino)butan-2-ol dihydrochloride